C(CCCCCCCCCCC)N[C@@H](CCC(=O)O)C(=O)O dodecanyl-L-glutamic acid